BrCC1=C(C(=CC=C1)C)F 1-(bromomethyl)-2-fluoro-3-methylbenzene